6-methyl-5-(methylsulfonyl)nicotinic acid CC1=NC=C(C(=O)O)C=C1S(=O)(=O)C